7-hydroxy-Z-tryptophan OC1=C2NC=C(C[C@H](N)C(=O)O)C2=CC=C1